C(C)(=O)C=1C(=NC(=CC1)N1C=NC2=C1C=CC(=C2)NC=2N=NC(=CC2)C)C2=CC(=NNC2=O)C(F)(F)F 5-[3-acetyl-6-[5-[(6-methylpyridazin-3-yl)amino]benzimidazol-1-yl]-2-pyridinyl]-3-(trifluoromethyl)-1H-pyridazin-6-one